benzyl 4-(((perfluorobutyl)sulfonyl)oxy)-2,3,6,7-tetrahydro-1H-azepine-1-carboxylate FC(C(C(C(F)(F)F)(F)F)(F)F)(S(=O)(=O)OC=1CCN(CCC1)C(=O)OCC1=CC=CC=C1)F